C(C)(C)(C)[Si](C)(C)OC1CC(C1)C1=C2C=CNC2=CC=C1 tert-butyl-[3-(1H-indol-4-yl)cyclobutoxy]-dimethyl-silane